C(C)(C)(C)C=1N=CN(C1)C=1C(=CC(=C(C(=O)O)C1)F)C 5-(4-tert-butyl-1H-imidazol-1-yl)-2-fluoro-4-methylbenzoic acid